C1(CC1)C(C(C)(N)C)NC1(CC1)C1=CC(=CC=C1)C(F)(F)F 1-cyclopropyl-2-methyl-N1-(1-(3-(trifluoromethyl)phenyl)cyclopropyl)propane-1,2-diamine